4-(methylamino)-3-(o-tolyl)piperidine-1-carboxylic acid tert-butyl ester C(C)(C)(C)OC(=O)N1CC(C(CC1)NC)C1=C(C=CC=C1)C